4-methyl-5-ethylthiazoline CC1N=CSC1CC